4-(3,5-Dimethoxy-4-((3-(Prop-2-Yn-1-Yloxy)Azetidin-1-Yl)Methyl)Phenyl)-2-Methyl-2,7-Naphthyridin-1(2H)-One COC=1C=C(C=C(C1CN1CC(C1)OCC#C)OC)C1=CN(C(C2=CN=CC=C12)=O)C